2-(3-(3-((4-methyl-4H-1,2,4-triazol-3-yl)methyl)oxetan-3-yl)phenyl)-6-((2-(2,2,2-trifluoroethyl)morpholino)methyl)-4-(trifluoromethyl)isoindolin-1-one CN1C(=NN=C1)CC1(COC1)C=1C=C(C=CC1)N1C(C2=CC(=CC(=C2C1)C(F)(F)F)CN1CC(OCC1)CC(F)(F)F)=O